(E)-3-(3-methoxy-4-prop-2-ynoxy-phenyl)prop-2-enoic acid COC=1C=C(C=CC1OCC#C)/C=C/C(=O)O